ClC1=CC=C(C=C1)C=C(F)F 1-chloro-4-(2,2-difluorovinyl)benzene